Azidosulfonyl-2-((tetrahydro-2H-pyran-4-yl)methoxy)benzoic acid methyl ester COC(C1=C(C(=CC=C1)S(=O)(=O)N=[N+]=[N-])OCC1CCOCC1)=O